3-(1,3-dithian-2-yl)-4-(6-methoxynaphthalen-2-yl)-1H-pyrazole S1C(SCCC1)C1=NNC=C1C1=CC2=CC=C(C=C2C=C1)OC